2-(3-((2-methoxy-4-(methyl-sulfonyl)phenyl)amino)prop-1-yn-1-yl)-N-((3R,4S)-3-methoxytetrahydro-2H-pyran-4-yl)-1-(2,2,2-trifluoroethyl)-1H-indol-4-amine COC1=C(C=CC(=C1)S(=O)(=O)C)NCC#CC=1N(C=2C=CC=C(C2C1)N[C@@H]1[C@H](COCC1)OC)CC(F)(F)F